cyclopenta[a]phenanthren-3-yl piperazine-1-carboxylate maleate C(\C=C/C(=O)O)(=O)O.N1(CCNCC1)C(=O)OC=1C=CC2=C3C=CC=4C=CCC4C3=CC=C2C1